(4-((1-(2-fluoroethyl)piperidin-4-yl)oxy)phenyl)(6-hydroxy-2-(4-hydroxyphenyl)benzo[b]thiophen-3-yl)methanone FCCN1CCC(CC1)OC1=CC=C(C=C1)C(=O)C=1C2=C(SC1C1=CC=C(C=C1)O)C=C(C=C2)O